C(#N)C(C)(C)C=1C=C(C(=O)NC=2C(=CC(=C(C2)B(O)O)C)F)C=CC1 (5-(3-(2-cyanopropan-2-yl)benzamido)-4-fluoro-2-methylphenyl)boronic acid